6-Oleoylamino-1,3,5-triazine-2,4-Dithiol C(CCCCCCC\C=C/CCCCCCCC)(=O)NC1=NC(=NC(=N1)S)S